8-methoxy-3-nitro-2H-chromene COC=1C=CC=C2C=C(COC12)[N+](=O)[O-]